C1(CC1)[C@H]1N(CCN(C1)C=1N=CC2=C(N1)C(=NC=N2)NC2=C(C(=C(C=C2)OC2=CC1=C(N(N=N1)C)C(=C2)F)C)F)C(C=C)=O (R)-1-(2-cyclopropyl-4-(8-((2-fluoro-4-((7-fluoro-1-methyl-1H-benzo[d][1,2,3]triazol-5-yl)oxy)-3-methylphenyl)amino)pyrimido[5,4-d]pyrimidin-2-yl)piperazin-1-yl)prop-2-en-1-one